N-(3-((2-(3-(but-3-yn-1-yl)-3H-diazirin-3-yl)ethyl)(ethyl)amino)propyl)-2-(4-(methylcarbamoyl)phenyl)benzo[d]imidazo[2,1-b]thiazole-7-carboxamide C(CC#C)C1(N=N1)CCN(CCCNC(=O)C1=CC2=C(N3C(S2)=NC(=C3)C3=CC=C(C=C3)C(NC)=O)C=C1)CC